di(biphenylyl)[(biphenylyl)phenyltriazineyl]azadithiadiindenofluorene C1(=C(C=CC=C1)C=1C=CC2=CC=3C(C=4C=5C(=NSSC5CC4C=4C3C=3C=CC=CC3C4)C4=NN=NC(=C4C4=CC=CC=C4)C4=C(C=CC=C4)C4=CC=CC=C4)=C2C1C1=C(C=CC=C1)C1=CC=CC=C1)C1=CC=CC=C1